5,6-dihydropyrimidine N1=CN=CCC1